F[C@H]1CN(CC1)C(C=O)(C)C (R)-2-(3-fluoropyrrolidin-1-yl)-2-methylpropionaldehyde